{[1,1'-binaphthalene]-2,2'-diylbis(oxy-9H-fluorene-2,9-diyl)}dimethanol C1(=C(C=CC2=CC=CC=C12)OC1=CC=2C(C3=CC=CC=C3C2C=C1)CO)C1=C(C=CC2=CC=CC=C12)OC1=CC=2C(C3=CC=CC=C3C2C=C1)CO